(R)-N-(5-((6-(3-(3-(3-fluorophenoxy)phenyl)isoxazolidin-2-yl)pyrimidin-4-yl)amino)-4-methoxy-2-(4-methylpiperazin-1-yl)phenyl)acrylamide FC=1C=C(OC=2C=C(C=CC2)[C@@H]2N(OCC2)C2=CC(=NC=N2)NC=2C(=CC(=C(C2)NC(C=C)=O)N2CCN(CC2)C)OC)C=CC1